N-(2,5-Dichlorophenyl)-6-morpholin-4-yl-N1-p-tolyl-[1,3,5]triazine-2,4-diamine ClC1=C(C=C(C=C1)Cl)NC1N(C(=NC(=N1)N)N1CCOCC1)C1=CC=C(C=C1)C